3-(2-Chloro-6-fluorophenyl)-7-((3-(hydroxymethyl)-4-(piperazin-1-yl)phenyl)amino)-2-methyl-2,3-dihydro-4H-pyrimido[5,4-e][1,3]oxazin ClC1=C(C(=CC=C1)F)N1C(OC2=C(C1)C=NC(=N2)NC2=CC(=C(C=C2)N2CCNCC2)CO)C